FC(C(=O)O)(F)F.N[C@@H](C[C@H]1C(NCC1)=O)C(C(N1CCCC1)=O)O (3S)-3-((2S)-2-amino-3-hydroxy-4-oxo-4-(pyrrolidin-1-yl)butyl)pyrrolidin-2-one trifluoroacetic acid salt